BrC=1C=CC(=C(C1)C1=NN(C=C1NC(=O)C=1C=NN2C1N=CC=C2)C)OC(F)F N-[3-[5-bromo-2-(difluoromethoxy)phenyl]-1-methyl-1H-pyrazol-4-yl]pyrazolo[1,5-a]pyrimidine-3-carboxamide